2-(3,4-dichlorophenyl)-1-ethyl-6-[(3-iodopyrazol-1-yl)methyl]-4-oxo-pyridine-3-carboxylic acid ClC=1C=C(C=CC1Cl)C=1N(C(=CC(C1C(=O)O)=O)CN1N=C(C=C1)I)CC